2-(2-(methylamino)ethoxy)acetic acid CNCCOCC(=O)O